ClC1=CC=NC2=CC=C(C=C12)C1=NN(C(=C1C(=O)N)C(F)(F)F)C1=C2C=CNC(C2=CC=C1)=O (4-chloroquinolin-6-yl)-1-(1-oxo-1,2-dihydroisoquinolin-5-yl)-5-trifluoromethyl-1H-pyrazole-4-carboxamide